FC=1C=2N(C=C(C1)NC(=O)C1=CC=3C(=NC(=CN3)C3CCN(CC3)C(=O)OC(C)(C)C)S1)C=C(N2)C Tert-butyl 4-[6-[(8-fluoro-2-methyl-imidazo[1,2-a]pyridin-6-yl)carbamoyl]thieno[2,3-b]pyrazin-3-yl]piperidine-1-carboxylate